C(CC)O[SiH](O[SiH](OCCC)OCCC)OCCC 1,1,3,3-tetrapropoxydisiloxane